2-ethoxy-5-isobutyrylamino-N-(1-(2-methylthiooxazol-4-yl)ethyl)benzamide C(C)OC1=C(C(=O)NC(C)C=2N=C(OC2)SC)C=C(C=C1)NC(C(C)C)=O